CNC(C=CC1=CC=CC=C1)=O N-methyl-3-phenyl-acrylic amide